BrC=1C(=C(C=CC1)O)C=C(Cl)Cl Bromo-2-(2,2-dichlorovinyl)phenol